2-triacetoxysilyl-1-ethyl thioacetate C(C)(=S)OCC[Si](OC(C)=O)(OC(C)=O)OC(C)=O